[Si](C)(C)(C(C)(C)C)OC[C@@H]1CC=2C=CC(=NC2CC1)N (6S)-6-[[tert-butyl(dimethyl)silyl]oxymethyl]-5,6,7,8-tetrahydroquinolin-2-amine